OC1=CC=C(C=C1)C1=CC(=NN1)C1=CC=C(C(=O)NC2=CC=C(C=C2)[N+](=O)[O-])C=C1 4-(5-(4-hydroxyphenyl)-1H-pyrazol-3-yl)-N-(4-nitrophenyl)benzamide